C1(=CC=CC=C1)[C@@H](C)OC(C)=O |r| acetic acid (+-)-1-phenylethyl ester